cyano-1,3-benzoxazol C(#N)C=1OC2=C(N1)C=CC=C2